FC1=CN=CC2=C1N=C(N=C2N2CCNCC2)OCC2N(CCC2)C 8-fluoro-2-((1-methylpyrrolidin-2-yl)methoxy)-4-(piperazin-1-yl)pyrido[4,3-d]pyrimidine